FC=1C=C(C=CC1)NC(N)=O N'-(3-fluorophenyl)urea